C(CC(=O)[O-])(=O)[O-].[Ca+2] calcium malonate salt